C1(=CC=CC=C1)S(=O)(=O)N1C=CC=2C1=NC=C1C2N(C(=N1)[C@@H](C)O)[C@@H]1CN(CC1)CCC(F)(F)F (R)-1-(6-(benzenesulfonyl)-1-((S)-1-(3,3,3-Trifluoropropyl)pyrrolidin-3-yl)imidazo[4,5-d]pyrrolo[2,3-b]pyridin-2-yl)ethanol